4-(3,4-dichlorophenyl)-1-(2-(4-methoxyphenyl)-6-methylnicotinoyl)thiocarbazide ClC=1C=C(C=CC1Cl)N(C(NNC(C1=C(N=C(C=C1)C)C1=CC=C(C=C1)OC)=O)=S)N